(R)-4-((1-(3-(difluoromethyl)-2-fluorophenyl)ethyl)amino)-6-(1-(fluoromethyl)cyclopropyl)-2-methyl-8-(4-(oxetan-3-ylmethyl)piperazin-1-yl)pyrido[4,3-d]pyrimidine-7(6H)-one FC(C=1C(=C(C=CC1)[C@@H](C)NC=1C=2C(N=C(N1)C)=C(C(N(C2)C2(CC2)CF)=O)N2CCN(CC2)CC2COC2)F)F